BrC=1C=NN(C(C1Br)=O)CC(=O)NCC1CN(CCO1)CC(C)C 4,5-dibromo-N-[[4-(2-methylpropyl)-2-morpholinyl]methyl]-6-oxo-1(6H)-pyridazineacetamide